(S)-quinuclidin-3-yl (5-(4-ethylphenyl)-6-methoxy-2,2-dimethyl-2,3-dihydro-1H-inden-1-yl)carbamate C(C)C1=CC=C(C=C1)C=1C=C2CC(C(C2=CC1OC)NC(O[C@@H]1CN2CCC1CC2)=O)(C)C